2-((S)-1-acryloyl-4-(6-chloro-7-(8-chloronaphthalen-1-yl)-2-(((S)-1-methylpyrrolidin-2-yl)methoxy)pyridino[2,3-d]pyrimidin-4-yl)piperazin-2-yl)acetonitrile C(C=C)(=O)N1[C@H](CN(CC1)C=1C2=C(N=C(N1)OC[C@H]1N(CCC1)C)N=C(C(=C2)Cl)C2=CC=CC1=CC=CC(=C21)Cl)CC#N